CC1=NN(C(=C1)C)C=1N=C(C2=C(N1)SC=C2)NC2=CC=C(C=C2)CC 2-(3,5-dimethyl-1H-pyrazol-1-yl)-N-(4-ethylphenyl)thieno[2,3-d]pyrimidin-4-amine